FC(SC1=CC=C(C=C1)O)(F)F 4-(trifluoromethylthio)phenol